CN(C1=CC(=C(C#N)C=C1)OC)C 4-(dimethylamino)-2-methoxybenzonitrile